3-(4-methoxyphenyl)cyclopropane-1,2-dicarboxylic acid COC1=CC=C(C=C1)C1C(C1C(=O)O)C(=O)O